C(C)(C)(C)OC(NC[C@@H](CO)O[Si](C)(C)C(C)(C)C)=O (S)-(2-((tert-Butyldimethylsilyl)oxy)-3-hydroxypropyl)carbamic acid tert-butyl ester